α-chloropara-xylene ClCC1=CC=C(C=C1)C